4-((4-(8-chloro-7-((2-methyl-1H-benzo[d]imidazol-6-yl)oxy)-quinoxalin-2-yl)-1H-pyrazol-1-yl)methyl)-1-methylpiperidin-2-one ClC=1C(=CC=C2N=CC(=NC12)C=1C=NN(C1)CC1CC(N(CC1)C)=O)OC=1C=CC2=C(NC(=N2)C)C1